N[C@@H](C(=O)O)[C@@H](C1=CC=C(C=C1)[N+](=O)[O-])O (2R,3R)-2-amino-3-hydroxy-3-(4-nitrophenyl)propanoic acid